bisneodecanoyl oxide C(CCCCCC(C)(C)C)(=O)OC(CCCCCC(C)(C)C)=O